(R)-N1-(1-hydroxy-3-phenylpropan-2-yl)-N2-(4-(1-methyl-1H-imidazole-2-carbonyl)phenyl)oxalamide OC[C@@H](CC1=CC=CC=C1)NC(C(=O)NC1=CC=C(C=C1)C(=O)C=1N(C=CN1)C)=O